Morpholino-[3-[4-[1-(trifluoromethyl)cyclopropyl]phenyl]azetidin-1-yl]methanone O1CCN(CC1)C(=O)N1CC(C1)C1=CC=C(C=C1)C1(CC1)C(F)(F)F